NC(C(=O)O)(CCCCB(O)O)CCCN(C)C1CCOC2=CC=C(C=C12)F 2-amino-6-borono-2-(3-((6-fluorochroman-4-yl)(methyl)amino)propyl)hexanoic acid